N-(8-fluoro-2-methylimidazo[1,2-a]pyridin-6-yl)-6-methyl-4-(piperazin-1-yl)-2,3-dihydro-1H-pyrrolo[2,3-b]pyridine-1-carboxamide 2,2,2-trifluoroacetate FC(C(=O)O)(F)F.FC=1C=2N(C=C(C1)NC(=O)N1CCC=3C1=NC(=CC3N3CCNCC3)C)C=C(N2)C